CC1(COC1)C1N(CCN(C1)C1=NC=2N(C=C1)N=CC2C=2C(=NC=CC2)OC)C(=O)O 3-Methyloxetan-3-yl-4-(3-(methoxypyridin-3-yl)pyrazolo[1,5-a]pyrimidin-5-yl)piperazine-1-carboxylic acid